4-ethynylphenylacetic acid C(#C)C1=CC=C(C=C1)CC(=O)O